CCCCO Methylolpropane